5-Cyano-1,2,6-trimethyl-4-oxo-1,4-dihydropyridine C(#N)C=1C(C=C(N(C1C)C)C)=O